CC=1N(C(=CC1)C)C1=NN2C(C(=C(C(=C2)F)B(O)O)C)=N1 (2-(2,5-dimethyl-1H-pyrrol-1-yl)-6-fluoro-8-methyl-[1,2,4]triazolo[1,5-a]pyridin-7-yl)boronic acid